4-(5-(difluoromethyl)-1,3,4-oxadiazol-2-yl)pyridin-2(1H)-On FC(C1=NN=C(O1)C1=CC(NC=C1)=O)F